O=C1NC(CCC1N1C(C2=CC=CC(=C2C1=O)OCCCCCCCC(=O)NC1=CC(=CC=C1)C1=CC=2[C@H]3[C@@H]([C@@H](NC2C=C1)CO)CCN3S(=O)(=O)C3=CC=C(C)C=C3)=O)=O 8-((2-(2,6-dioxopiperidin-3-yl)-1,3-dioxoisoindolin-4-yl)oxy)-N-(3-((3aR,4R,9bR)-4-(hydroxymethyl)-1-tosyl-2,3,3a,4,5,9b-hexahydro-1H-pyrrolo[3,2-c]quinolin-8-yl)phenyl)octanamide